L-erythrose O=C[C@@H](O)[C@@H](O)CO